CN(C)CCOC(C(=C)C)=O N,N-dimethylaminoethyl-methacrylate